(3R)-3-(tert-butoxycarbonylamino)-5-[[4-(5-cyclopropyl-1,2,4-oxadiazol-3-yl)phenyl]methyl]-4-oxo-2,3-dihydro-1,5-benzothiazepine-7-Carboxylic acid C(C)(C)(C)OC(=O)N[C@H]1CSC2=C(N(C1=O)CC1=CC=C(C=C1)C1=NOC(=N1)C1CC1)C=C(C=C2)C(=O)O